BrC1=C(C(=C(N)C=C1)OC)Cl 4-bromo-3-chloro-2-methoxy-aniline